heptitol C(C(C(C(C(C(CO)O)O)O)O)O)O